C1=CC=CC=2N(C3=C(C=CC21)C=CC=C3)C(=O)N3[C@@H]([C@H]2CC[C@@H](C3)N2C(=O)N2C3=C(C=CC1=C2C=CC=C1)C=CC=C3)C(=O)O (1R,2S,5S)-3,8-bis(5H-dibenzo[b,f]azepine-5-carbonyl)-3,8-diazabicyclo[3.2.1]octane-2-carboxylic acid